C1(CC1)OC=1C=C(C=CC1)[C@H](CC(=O)O)NC(CNC(=O)C1=CC(=C2C=NNC2=C1)NC=1NCC(CN1)F)=O (3S)-3-(3-cyclopropoxyphenyl)-3-(2-(4-((5-fluoro-1,4,5,6-tetrahydropyrimidin-2-yl)amino)-1H-indazole-6-carboxamido)acetamido)propanoic acid